ClC=1C(=C(NC2=C(NC3=C2C(NCC3)=O)C3=C(C=NC=C3)OC[C@@H]3OCCC3)C=CC1)OC 3-(3-chloro-2-methoxyanilino)-2-(3-{[(2R)-oxolan-2-yl]methoxy}pyridin-4-yl)-1,5,6,7-tetrahydro-4H-pyrrolo[3,2-c]pyridin-4-one